(2,4-cyclopentadienyl-1-yl)((1-methylethyl)benzene) C1(C=CC=C1)=CC(C)C1=CC=CC=C1